2,2'-(2',3',5',6'-tetraphenyl-[1,1':4',1''-terphenyl]-4,4''-diyl)bis(4,4,5,5-tetramethyl-1,3,2-dioxaborolane) C1(=CC=CC=C1)C1=C(C(=C(C(=C1C1=CC=CC=C1)C1=CC=C(C=C1)B1OC(C(O1)(C)C)(C)C)C1=CC=CC=C1)C1=CC=CC=C1)C1=CC=C(C=C1)B1OC(C(O1)(C)C)(C)C